8-bromo-6-(1H-indol-3-yl)-2-methylimidazo[1,2-a]pyrazin-3(7H)-one BrC1=C2N(C=C(N1)C1=CNC3=CC=CC=C13)C(C(=N2)C)=O